C(C)(C)NCCC(=O)NC1=C(C2=C(CN(CC2)C(=O)OC(C)(C)C)S1)C=1SC2=C(N1)C=C(C=C2)C=C tert-Butyl 2-(3-(isopropylamino)propanamido)-3-(5-vinylbenzo[d]thiazol-2-yl)-4,7-dihydrothieno[2,3-c]pyridine-6(5H)-carboxylate